C(#N)C=1N=C2C(=CC(N(C2=CC1)C)=O)N(C1=CC=C(C=C1)C1=CC(=CC=C1)CNS(=O)(=O)C)CC1CC1 N-((4'-((6-cyano-1-methyl-2-oxo-1,2-dihydro-1,5-naphthyridin-4-yl)(cyclopropylmethyl)amino)-[1,1'-biphenyl]-3-yl)methyl)methanesulfonamide